1-(2-methoxyethoxy)-naphthalene COCCOC1=CC=CC2=CC=CC=C12